2-[[5-[[(1R,2S,4aS,8aS)-1,2,4a,5-tetramethyl-2,3,4,7,8,8a-hexahydronaphthalen-1-yl]methyl]-6-hydroxy-3,4-dioxocyclohexa-1,5-dien-1-yl]amino]ethanesulfonic acid C[C@]1([C@H](CC[C@@]2(C(=CCC[C@@H]12)C)C)C)CC=1C(C(C=C(C1O)NCCS(=O)(=O)O)=O)=O